ClC=1C=C2C=NC(=NC2=C(C1C1=C2C=NNC2=CC=C1C)OC1CC1)O[C@@H]1CN(CC1)C (R)-6-chloro-8-cyclopropoxy-7-(5-methyl-1H-indazol-4-yl)-2-(((S)-1-methylpyrrolidin-3-yl)oxy)quinazolin